(4-{5-[5-Chloro-6-(2-methoxy-ethoxy)-1H-indazol-3-yl]-isoxazol-3-yl}-phenyl)-[3-(4-methyl-piperazin-1-yl)-azetidin-1-yl]-methanone ClC=1C=C2C(=NNC2=CC1OCCOC)C1=CC(=NO1)C1=CC=C(C=C1)C(=O)N1CC(C1)N1CCN(CC1)C